C(C)C(CC1C(CCCC1)(CC(CCCC)CC)CC(CCCC)CC)CCCC tris(2-ethylhexyl)cyclohexane